O1CCN(CC1)CC1=CC2=C(N=C(N=C2NC=2N=CN(C2)C2=CC(=C(C(=C2)OC)OC)OC)N2[C@@H](CCC2)CO)S1 (S)-(1-(6-(morpholinomethyl)-4-(1-(3,4,5-trimethoxyphenyl)-1H-imidazol-4-ylamino)thieno[2,3-D]pyrimidin-2-yl)pyrrolidin-2-yl)methanol